bis(1-(di-methoxyethyl)amino-3-phenylbut-3-enyl)benzene COC(CNC(CC(=C)C1=CC=CC=C1)C1=C(C=CC=C1)C(CC(=C)C1=CC=CC=C1)NCC(OC)OC)OC